3-amino-5-(2-chloro-4-fluoro-5-methoxy-phenyl)thiophene-2-carboxylic acid methyl ester COC(=O)C=1SC(=CC1N)C1=C(C=C(C(=C1)OC)F)Cl